C(CCCCCCC#C)N1N=CC=C1 1-(non-8-yn-1-yl)-1H-pyrazole